C(#N)C1=CC=C(N2C(=CC(=C12)F)F)C=1C=NC=CC1SC1CCC1 1-((3-(8-Cyano-1,3-difluoroindolizin-5-yl)pyridin-4-yl)thio)cyclobutan